C(O)C(CCC)(CO)CO 1,1,1-trimethylolbutane